OC1=C2C=CC(N(C2=NC=C1[N+](=O)[O-])C)=O 5-hydroxy-1-methyl-6-nitro-1,8-naphthyridin-2(1H)-one